dimethyl-N3-(2-(3-(piperazin-1-yl)phenyl)quinolin-4-yl)propane-1,3-diamine CC(CCNC1=CC(=NC2=CC=CC=C12)C1=CC(=CC=C1)N1CCNCC1)(N)C